CC1=CC=C(C(=O)NC2=CC=C(C=C2)CN2CCOCC2)C=C1 4-methyl-N-(4-(morpholinomethyl)phenyl)benzamide